FCS(=O)(=O)N[C@@H]1[C@@H](N(CC12CC2)C([C@@H](CF)O)=O)CC=2C(=C(C=CC2)C2=CC=CC=C2)F 1-fluoro-N-((6S,7S)-5-((S)-3-fluoro-2-hydroxypropanoyl)-6-((2-fluoro-[1,1'-biphenyl]-3-yl)methyl)-5-azaspiro[2.4]heptan-7-yl)methanesulfonamide